ClC1=C(C(C=2C=CC(=NC2C1=O)C)=O)NC1=C(C=C(C=C1F)N1CCN(CC1)C)F 7-Chloro-6-((2,6-difluoro-4-(4-methylpiperazin-1-yl)phenyl)amino)-2-methylchinolin-5,8-dion